NC1=C(C=C(C(=O)OC)C=C1)NC[C@@H](C)OC methyl (R)-4-Amino-3-((2-methoxypropyl)amino)benzoate